1-(2-amino-4-chlorophenyl)ethane (3R,4S,5R)-tert-butyl-3,4-dihydroxy-5-(10H-phenoxazin-10-yl)piperidine-1-carboxylate C(C)(C)(C)OC(=O)N1C[C@H]([C@H]([C@@H](C1)N1C2=CC=CC=C2OC=2C=CC=CC12)O)O.NC1=C(C=CC(=C1)Cl)CC